C1(CCC1)N(C1=CN=CC(=N1)C1CCCC(C(N1)COC1=NC(=NC(=C1)C1=C(C=CC=C1C)C)NS(=O)(=O)C=1C=C(C(=O)O)C=CC1)CC(C)C)C 3-[[4-[[7-[6-[cyclobutyl(methyl)amino]pyrazin-2-yl]-3-isobutyl-azepan-2-yl]methoxy]-6-(2,6-dimethylphenyl)pyrimidin-2-yl]sulfamoyl]benzoic acid